NC[C@@]1(OC2=C(C1)C(=C(C(=C2)F)Cl)C2=C(C(=O)NC)C=CC(=C2F)OCCO)C2=CC=CC=C2 ((2S,4S)-2-(aminomethyl)-5-chloro-6-fluoro-2-phenyl-2,3-dihydrobenzofuran-4-yl)-3-fluoro-4-(2-hydroxyethoxy)-N-methylbenzamide